NC1(CCN(CC1)C=1N=C(C2=C(N1)NC=C2C2=C(C(=CC=C2)Cl)Cl)C#N)C2=CC=CC=C2 2-(4-amino-4-phenylpiperidin-1-yl)-5-(2,3-dichlorophenyl)-7H-pyrrolo[2,3-d]pyrimidine-4-carbonitrile